C(C)(C)N(C(OC1=CC=CC=C1)=S)C1=NC=CC=C1C O-phenyl isopropyl(3-methylpyridin-2-yl)carbamothioate